(S)-N-propyl-5-[2-(thiophen-2-yl)ethoxy]-N-[2-(thiophen-2-yl)ethyl]-1,2,3,4-tetrahydronaphthalen-2-amine C(CC)N([C@@H]1CC2=CC=CC(=C2CC1)OCCC=1SC=CC1)CCC=1SC=CC1